NC=1N=NC(=CC1N1CC2CCC(C1)N2C2=NC=C(C=N2)C#CCCCCCOC(NC)=O)C2=C(C=CC=C2)O [7-[2-[3-[3-amino-6-(2-hydroxyphenyl)pyridazin-4-yl]-3,8-diazabicyclo[3.2.1]octan-8-yl]pyrimidin-5-yl]hept-6-ynyl]-N-methyl-carbamate